FC(C1=NNC=C1)(F)F 3-(trifluoromethyl)-1H-pyrazol